C[B-](C1=NC=CC=C1)(C1=NC=CC=C1)C1=NC=CC=C1 methyltris(pyridyl)borate